2-ethyl-6-(4-methoxybenzyl)-8-[3-(methoxymethyl)azetidin-1-yl]-2,6-dihydroimidazo[1,2-c]pyrido[2,3-e]pyrimidin-5(3H)-one C(C)C1N=C2N(C(N(C3=C2N=CC(=C3)N3CC(C3)COC)CC3=CC=C(C=C3)OC)=O)C1